COC(C1=C(C(=CC(=C1)O)C=1SC(=CN1)CC)F)=O (5-Ethylthiazol-2-yl)-2-fluoro-5-hydroxy-benzoic acid methyl ester